methyl-19-formyl-4-androstene-3,17-dione CC[C@@]12C(CC[C@H]1[C@@H]1CCC3=CC(CC[C@]3(CC=O)[C@H]1CC2)=O)=O